trans-(3,3-dimethylcyclohexylidene)acetaldehyde CC1(CC(CCC1)=CC=O)C